CN(C(=O)N1CCC(=CC1)C1=NC=NC=2NC3=CC(=CC=C3C21)S(NC2(CC2)C)(=O)=O)C N,N-dimethyl-4-(7-(N-(1-methylcyclopropyl)sulfamoyl)-9H-pyrimido[4,5-b]indol-4-yl)-3,6-dihydropyridine-1(2H)-carboxamide